Potassium myristic acid C(CCCCCCCCCCCCC)(=O)O.[K]